OC(CCCCCCCCCCC(=O)O)CCC(CC=CCCCCCC)O 12,15-Dihydroxy-tetracos-17-enoic acid